C1(CCCCC1)C=1OC2=C(CNCC2)N1 2-Cyclohexyl-4,5,6,7-tetrahydrooxazolo[4,5-c]pyridine